ClC1=C(C=C(C=C1)C=1OC(=NN1)CCl)F 2-(4-chloro-3-fluorophenyl)-5-(chloromethyl)-1,3,4-oxadiazole